2-((1-(3-(4-fluorophenyl)-2-(2-hydroxypyridin-4-yl)-7-methylquinolin-5-yl)ethyl)amino)benzoic acid FC1=CC=C(C=C1)C=1C(=NC2=CC(=CC(=C2C1)C(C)NC1=C(C(=O)O)C=CC=C1)C)C1=CC(=NC=C1)O